(3R,7R)-9-(1-(1-cyclopropyl-5-fluoro-6-oxo-1,6-dihydropyridin-3-yl)ethyl)-2-(3,4-dichlorobenzoyl)-3,7-dimethyl-1,2,3,4,8,9-hexahydropyrido[4',3':3,4]pyrazolo[1,5-a]pyrazin-10(7H)-one C1(CC1)N1C=C(C=C(C1=O)F)C(C)N1C(C=2N([C@@H](C1)C)N=C1C2CN([C@@H](C1)C)C(C1=CC(=C(C=C1)Cl)Cl)=O)=O